7-[4-(2-Hydroxyethyl)piperazin-1-yl]-3-({[(3S)-1-(6-methylpyridin-3-yl)piperidin-3-yl][(2-methylpyridin-4-yl)methyl]amino}methyl)-1-(propan-2-yl)-1,4-dihydroquinolin-4-one OCCN1CCN(CC1)C1=CC=C2C(C(=CN(C2=C1)C(C)C)CN(CC1=CC(=NC=C1)C)[C@@H]1CN(CCC1)C=1C=NC(=CC1)C)=O